(3-hydroxy-2,2-dimethylpropyl)formamide OCC(CNC=O)(C)C